[Si](C)(C)(C(C)(C)C)OCCNCC1=NN=NN1C1=CC(=C(C=C1)Cl)F {2-[(tert-butyldimethylsilyl)oxy]ethyl}({[1-(4-chloro-3-fluorophenyl)-1H-1,2,3,4-tetrazol-5-yl]methyl})amine